2-(3,4-dichlorophenoxy)-2-methyl-N-(3-(5-(5-oxo-4,5-dihydro-1,2,4-oxadiazol-3-yl)thiophen-3-yl)phenyl)propanamide ClC=1C=C(OC(C(=O)NC2=CC(=CC=C2)C2=CSC(=C2)C2=NOC(N2)=O)(C)C)C=CC1Cl